4-(Cyclopent-1-en-1-yl)-2-fluoro-6-methylaniline C1(=CCCC1)C1=CC(=C(N)C(=C1)C)F